OC1=C(C(=CC(=C1S(=O)(=O)NC(C1=CC=C(C=C1)C(F)(F)F)=O)CCCCC)O)C1=C(C=CC(=C1)C)C(=C)C N-((2,6-dihydroxy-5'-methyl-4-pentyl-2'-(prop-1-en-2-yl)-[1,1'-biphenyl]-3-yl)sulfonyl)-4-(trifluoromethyl)benzamide